N-Boc-D-Asparagine C(=O)(OC(C)(C)C)N[C@H](CC(N)=O)C(=O)O